1-(8Z,11Z,14Z-eicosatrienoyl)-2-(11Z-eicosenoyl)-glycero-3-phosphocholine CCCCCCCC/C=C\CCCCCCCCCC(=O)O[C@H](COC(=O)CCCCCC/C=C\C/C=C\C/C=C\CCCCC)COP(=O)([O-])OCC[N+](C)(C)C